6-(3-(3-fluoro-4-(2-(pyridin-3-yl)acetamido)phenoxy)azetidin-1-yl)-[1,1'-biphenyl]-2-carboxylic acid Methyl ester COC(=O)C=1C(=C(C=CC1)N1CC(C1)OC1=CC(=C(C=C1)NC(CC=1C=NC=CC1)=O)F)C1=CC=CC=C1